tert-butyl (diethoxyphosphoryl)(3-(trimethylsilyl)prop-2-yn-1-yl-1,1-d2)carbamate C(C)OP(=O)(OCC)N(C(OC(C)(C)C)=O)C(C#C[Si](C)(C)C)([2H])[2H]